(R)-3-((1-(2-(1-((5-bromo-2-nitropyridin-3-yl)oxy)ethyl)-4-fluorophenyl)-1H-pyrazol-5-yl)methyl)-1H-pyrazole-5-carbonitrile BrC=1C=C(C(=NC1)[N+](=O)[O-])O[C@H](C)C1=C(C=CC(=C1)F)N1N=CC=C1CC1=NNC(=C1)C#N